C(C)(C)(C)OC(=O)C(C)(C)O\N=C(/C(=O)O)\C=1N=C(SC1)NC(C1=CC=CC=C1)(C1=CC=CC=C1)C1=CC=CC=C1 (Z)-2-(2-tert-Butoxycarbonylpropan-2-oxyimino)-2-(2-tritylaminothiazol-4-yl)acetic acid